COC1=CC=C(CN2CC3(CC3)CN(C2=O)C2CCN(CC2)C)C=C1 5-(4-methoxybenzyl)-7-(1-methylpiperidin-4-yl)-5,7-diazaspiro[2.5]octane-6-one